(3R,4S)-4-(4-(cyclopentylamino)phenyl)-N-(4-methyl-3-(trifluoromethyl)phenyl)-6-oxo-1,2,3,4,6,11,12,12a-octahydrobenzo[e]pyrido[1,2-a]azepine-3-carboxamide C1(CCCC1)NC1=CC=C(C=C1)[C@@H]1[C@@H](CCC2N1C(C1=C(CC2)C=CC=C1)=O)C(=O)NC1=CC(=C(C=C1)C)C(F)(F)F